ClC=1C=CC(=NC1OC(F)(F)F)NC=1SC=C(N1)C1=C(N=C(S1)N)C N2-(5-chloro-6-(trifluoromethoxy)pyridin-2-yl)-4'-methyl-[4,5'-bithiazole]-2,2'-diamine